C1(CCC1)C=1C(=NN(C1NC(OCC1(COC1)C(F)F)=O)C)C1CC(C1)(F)F (3-(difluoromethyl)oxetan-3-yl)methyl (4-cyclobutyl-3-(3,3-difluorocyclobutyl)-1-methyl-1H-pyrazol-5-yl)carbamate